4-((S)-2-(dimethylamino)-3-(3-((S)-1-phenylethyl)ureido)propyl)benzamide tert-butyl-(R)-(1-((2-carbamoylpyridin-4-yl)methyl)piperidin-3-yl)carbamate C(C)(C)(C)N(C(O)=O)[C@H]1CN(CCC1)CC1=CC(=NC=C1)C(N)=O.CN([C@@H](CC1=CC=C(C(=O)N)C=C1)CNC(=O)N[C@@H](C)C1=CC=CC=C1)C